OC(C)(C)C1=CC=C(C=N1)NC(=O)C1=NC(=NC=C1)N1C=NC=C1 N-(6-(2-hydroxyprop-2-yl)pyridin-3-yl)-2-(1H-imidazol-1-yl)pyrimidine-4-carboxamide